((4-((2-cyclopropyl-4-(6-methylpyridin-2-yl)thiazol-5-yl)oxy)pyridin-2-yl)amino)isonicotinamide C1(CC1)C=1SC(=C(N1)C1=NC(=CC=C1)C)OC1=CC(=NC=C1)NC1=C(C(=O)N)C=CN=C1